C(C)C1=C(C(=C(C(=C1C)OC)CC)C)O 2,5-diethyl-3,6-dimethyl-4-methoxyphenol